3-(4-iodophenyl)-4-methyl-5-{[3-(trifluoromethyl)phenoxy]methyl}-4H-1,2,4-triazole IC1=CC=C(C=C1)C1=NN=C(N1C)COC1=CC(=CC=C1)C(F)(F)F